CC1(O[C@H]([C@@H](O1)C(=O)OCC)C(=O)N1CC2=CC=CC=C2CC1)C ethyl (4r,5r)-2,2-dimethyl-5-(1,2,3,4-tetrahydroisoquinoline-2-carbonyl)-1,3-dioxolane-4-carboxylate